Dichloro-4,10-dimethyl-1,4,7,10-tetraazabicyclo[5.5.2]tetradecane Iron(II) [Fe+2].ClC1C(N2CCN(CCN1CCN(CC2)C)C)Cl